NC1=C(C=NN1C1=CC2=C(NC(=N2)C(=O)NC)C=C1)C(=O)C=1NC2=CC=CC=C2C1 5-(5-amino-4-(1H-indole-2-carbonyl)-1H-pyrazol-1-yl)-N-methyl-1H-benzo[d]imidazole-2-carboxamide